5-[4-(5-chloropyrimidin-2-yl)piperidine-1-carbonyl]-6-methyl-N-(1-methylcyclopropyl)furo[2,3-d]pyrimidin-4-amine ClC=1C=NC(=NC1)C1CCN(CC1)C(=O)C1=C(OC=2N=CN=C(C21)NC2(CC2)C)C